Tert-butyl 3-hydroxy-4-(3-methyl-2-oxo-1H-benzimidazol-4-yl)piperidine-1-carboxylate OC1CN(CCC1C1=CC=CC=2NC(N(C21)C)=O)C(=O)OC(C)(C)C